C(CC=C)C(N\C(\N[C@H](CCOC)C=1C=C(C(=O)OC)C=CC1)=N/C(=O)OC(C)(C)C)(CC(OC)=O)CC methyl 3-((5R,Z)-9-(but-3-en-1-yl)-7-((tert-butoxycarbonyl)imino)-9-ethyl-11-oxo-2,12-dioxa-6,8-diazatridecan-5-yl)benzoate